2-benzyl-2-azaspiro[3.3]heptan-6-yl (2R,6S)-4-(4-cyano-3-methoxyphenyl)-2,6-dimethylpiperazine-1-carboxylate C(#N)C1=C(C=C(C=C1)N1C[C@H](N([C@H](C1)C)C(=O)OC1CC2(CN(C2)CC2=CC=CC=C2)C1)C)OC